rac-(2R,3S,5R)-3-(2-chloro-4-(trifluoromethoxy)phenyl)-5-methyl-5-(trifluoromethyl)tetrahydrofuran-2-carboxylic acid ClC1=C(C=CC(=C1)OC(F)(F)F)[C@H]1[C@@H](O[C@](C1)(C(F)(F)F)C)C(=O)O |r|